((3-((2-chloro-4-methylphenoxy)methyl)phenyl)difluoromethyl)piperidine-1-carboxylic acid tert-butyl ester C(C)(C)(C)OC(=O)N1C(CCCC1)C(F)(F)C1=CC(=CC=C1)COC1=C(C=C(C=C1)C)Cl